N1C[C@H](OCC1)C(=O)N1CCN(CC1)C1=NC=C(C=N1)C(F)(F)F (S)-morpholin-2-yl(4-(5-(trifluoromethyl)pyrimidin-2-yl)piperazin-1-yl)methanone